F[P-](F)(F)(F)(F)F hexafluoro-λ5-phosphanuide